2-hydroxy-3-propionamido-3,4-dihydro-2H-benzo[e][1,2]oxaborinine-8-carboxylate OB1OC2=C(CC1NC(CC)=O)C=CC=C2C(=O)[O-]